(S)-4-cyclopropyl-9-isopentyl-2-methyl-1-oxa-4,9-diazaspiro[5.5]undecan-3-one C1(CC1)N1C([C@@H](OC2(C1)CCN(CC2)CCC(C)C)C)=O